4-(tributylstannyl)thieno[2,3-c]pyridine-2-carbonitrile C(CCC)[Sn](C1=C2C(=CN=C1)SC(=C2)C#N)(CCCC)CCCC